2-amino-3-(((E)-5-((E)-2-(3-(dicyanomethylene)-5,5-dimethylcyclohexenyl)vinyl)-2-hydroxybenzylidene)amino)maleonitrile N/C(/C#N)=C(/C#N)\N=C\C1=C(C=CC(=C1)\C=C\C1=CC(CC(C1)(C)C)=C(C#N)C#N)O